1,4-bis(methacryloyloxy)-2,3-butanediol C(C(=C)C)(=O)OCC(C(COC(C(=C)C)=O)O)O